N1C(CC2=CC=CC=C12)=O dihydroindol-2-one